C(C1=CC=CC=C1)N1C(=NC2=C1C=C(C=C2N2CC(C2)O)C=2C(=NOC2C)C)C 1-(1-benzyl-6-(3,5-dimethylisoxazol-4-yl)-2-methyl-1H-benzo[d]imidazol-4-yl)azetidin-3-ol